(5-methylthiazol-2-yl)(4-(5-phenyl-4,5-dihydro-1H-pyrazole-1-carbonyl)piperidin-1-yl)methanone CC1=CN=C(S1)C(=O)N1CCC(CC1)C(=O)N1N=CCC1C1=CC=CC=C1